COC1=CC=C(C=C1)[C@@H]([C@@H](C=C)CSC1=CC=CC=C1)O (1R,2R)-1-(4-methoxyphenyl)-2-((phenylthio)methyl)but-3-en-1-ol